ClC1=CC=C(C=C1)[C@@H](C(F)C1=NOC(=N1)CN1C(N(C=C(C1=O)C)C)=O)O 3-((3-((2S)-2-(4-chlorophenyl)-1-fluoro-2-hydroxyethyl)-1,2,4-oxadiazol-5-yl)methyl)-1,5-dimethylpyrimidine-2,4(1H,3H)-dione